COC1=C(C=CC=C1)N1CCN(CC1)CCCCNC(=O)N1C=NC=C1 N-(4-(4-(2-methoxyphenyl)piperazin-1-yl)butyl)-1H-imidazole-1-carboxamide